C(C1=CC=CC=C1)OC[C@H]1CNC(C=2N1N=C(C2)C2=CC=C(C=C2)F)=O |r| (7RS)-7-[(benzyloxy)methyl]-2-(4-fluorophenyl)-6,7-dihydropyrazolo[1,5-a]pyrazin-4(5H)-one